N-(2-(4-((3-fluoro-4-(trifluoromethoxy)benzyl)amino)butoxy)ethyl)-6-(isoxazol-4-yl)-1H-indazol-4-amine FC=1C=C(CNCCCCOCCNC=2C=3C=NNC3C=C(C2)C=2C=NOC2)C=CC1OC(F)(F)F